IC1=C2C(=CN=C1N[C@H]1CN(CC1)C)OC(=C2)C#N (R)-4-iodo-5-((1-methylpyrrolidin-3-yl)amino)furo[2,3-c]pyridine-2-carbonitrile